4-methyl-1,3-dihydrobenzo[c]selenophene CC1=CC=CC=2C[Se]CC21